3-((1-cyclohexyl-4-oxo-8-(4-oxo-4-phenylbutyl)-1,3,8-triazaspiro[4.5]decan-3-yl)methyl)benzoic acid C1(CCCCC1)N1CN(C(C12CCN(CC2)CCCC(C2=CC=CC=C2)=O)=O)CC=2C=C(C(=O)O)C=CC2